triisocyanatomethylcyclohexane N(=C=O)C(N=C=O)(N=C=O)C1CCCCC1